C(C)(C)(C)C1=NC=CC=C1O[C@H]1C[C@H](CC1)C1=CC(=NN1)NC1=CC2=C(NS(C2)(=O)=O)C=C1 cis-5-((5-(3-((2-(tert-butyl)pyridin-3-yl)oxy)cyclopentyl)-1H-pyrazol-3-yl)amino)-1,3-dihydrobenzo[c]isothiazole 2,2-dioxide